C(OC)(OCCOCCOC)=O methyl (2-(2-methoxyethoxy)ethyl) carbonate